2-(6,7-dimethoxy-3-oxo-1,3-dihydro-2H-benzo[4,5]thieno[2,3-c]pyrrol-2-yl)ethane-1-sulfonamide COC1=CC2=C(C3=C(C(N(C3)CCS(=O)(=O)N)=O)S2)C=C1OC